ClC1=C2C(=NC(=C1)Cl)NC=C2I 4,6-dichloro-3-iodo-1H-pyrrolo[2,3-B]pyridine